6-(Difluoromethyl)-4-[2-(5-fluoro-2-pyridyl)-5,5-dimethyl-4,6-dihydropyrrolo[1,2-b]pyrazol-3-yl]-1H-pyrazolo[3,4-b]pyridine FC(C1=CC(=C2C(=N1)NN=C2)C2=C1N(N=C2C2=NC=C(C=C2)F)CC(C1)(C)C)F